3-methoxy-1-(oxetan-3-yl)-6-(2-(2-(trifluoromethyl)pyridin-4-yl)-2,6-diazaspiro[3.4]octan-6-yl)-1H-pyrazolo[3,4-d]pyrimidine COC1=NN(C2=NC(=NC=C21)N2CC1(CN(C1)C1=CC(=NC=C1)C(F)(F)F)CC2)C2COC2